FC1=C(OC2=CC(=C(C(=O)C3=CNC4=NC=C(C(=C43)N[C@@H]4CC[C@H](OC4)CNS(=O)(=O)CC)F)C=C2)F)C(=CC=C1)F N-(((2S,5R)-5-((3-(4-(2,6-difluorophenoxy)-2-fluorobenzoyl)-5-fluoro-1H-pyrrolo[2,3-b]pyridin-4-yl)amino)tetrahydro-2H-pyran-2-yl)methyl)ethanesulfonamide